2-Methoxy-6-(1-methyl-1H-pyrazol-3-yl)pyridine-3-diazonium hexafluorophosphate salt F[P-](F)(F)(F)(F)F.COC1=NC(=CC=C1[N+]#N)C1=NN(C=C1)C